N-(4-(4-((3-cyanopropyl)sulfonamido)-2,5-difluorophenyl)-1H-pyrrolo[2,3-b]pyridin-6-yl)cyclopropylcarboxamide C(#N)CCCS(=O)(=O)NC1=CC(=C(C=C1F)C1=C2C(=NC(=C1)NC(=O)C1CC1)NC=C2)F